(3S)-3-[4-(morpholin-4-ylmethyl)phenyl]-2,3-dihydro[1,4]dioxin N1(CCOCC1)CC1=CC=C(C=C1)[C@H]1COC=CO1